C(CC)S(=O)(=O)N 1-propylsulfonamide